COC(C1=C(N=CC(=C1C)[N+](=O)[O-])Cl)=O 2-Chloro-4-methyl-5-nitronicotinic acid methyl ester